bromoheptyl (trifluoromethyl) sulfide FC(F)(F)SCCCCCCCBr